(±)-9,10,16-trihydroxypalmitic acid OC(CCCCCCCC(=O)O)C(CCCCCCO)O